3-[2-[(E,3R)-5-[2-(Benzenesulfonamido)phenyl]-3-hydroxypent-4-enoxy]phenyl]propanoic acid C1(=CC=CC=C1)S(=O)(=O)NC1=C(C=CC=C1)/C=C/[C@@H](CCOC1=C(C=CC=C1)CCC(=O)O)O